C(CCCCCCC\C=C/CCCCCCCC)(=O)[O-].C(CCCCCCC\C=C/CCCCCCCC)(=O)[O-].[NH2+]=N.[NH2+]=N diazenium dioleate